(2R,6S)-2-methyl-6-(1H-pyrazol-4-yl)-4-(2-(6-(trifluoromethyl)imidazo[1,2-a]pyridin-3-yl)pyrimidin-4-yl)morpholine C[C@@H]1CN(C[C@@H](O1)C=1C=NNC1)C1=NC(=NC=C1)C1=CN=C2N1C=C(C=C2)C(F)(F)F